1-(4-(4-(difluoromethyl)phenoxy)-3-(6-methyl-7-oxo-6,7-dihydro-1H-pyrrolo[2,3-c]pyridin-4-yl)phenyl)-3-methylpyrrolidine-2,5-dione FC(C1=CC=C(OC2=C(C=C(C=C2)N2C(C(CC2=O)C)=O)C=2C3=C(C(N(C2)C)=O)NC=C3)C=C1)F